(4-methoxybenzoyl)-L-phenylalanine methyl ester COC([C@@H](NC(C1=CC=C(C=C1)OC)=O)CC1=CC=CC=C1)=O